NC1(CCN(CC1)C=1C(=NC(=CN1)Br)CO)C (3-(4-amino-4-methylpiperidin-1-yl)-6-bromopyrazin-2-yl)methanol